ClC1=C(C=CC=C1F)[C@@H]1N(OCC1)C1=CC(=NC=N1)NC=1C(=CC(=C(C1)NC(C=C)=O)N1CCC(CC1)N1CCN(CC1)C1CC1)OC N-(5-((6-((R)-3-(2-chloro-3-fluorophenyl)-isoxazolidine-2-yl)pyrimidine-4-yl)amino)-2-(4-(4-cyclopropylpiperazine-1-yl)piperidine-1-yl)-4-methoxyphenyl)acrylamide